ClC1=C(C=CC=C1Cl)N1CCN(CC1)C(C[C@@H]1CC[C@H](CC1)NC(N(C)C)=O)=O (trans-4-{2-[4-(2,3-dichlorophenyl)-piperazin-1-yl]-2-oxo-ethyl}-cyclohexyl)-1,1-dimethylurea